N(=[N+]=[N-])C(C(=O)OC)=CC1=C(C=C(C=C1)Cl)OC(F)F methyl 2-azido-3-[4-chloro-2-(difluoromethoxy)phenyl]prop-2-enoate